5-(3-chloro-4-fluorophenyl)-7-methyl-3-(2-oxo-2-(pyrrolidin-1-yl)ethyl)-3H-pyrrolo[2,3-d]pyrimidin-4(7H)-one ClC=1C=C(C=CC1F)C1=CN(C=2N=CN(C(C21)=O)CC(N2CCCC2)=O)C